ClC1=NC2=CC=C(C=C2C=N1)C 2-chloro-6-methyl-quinazoline